o-hydroxybenzamide C1=CC=C(C(=C1)C(=O)N)O